[Br-].OCCC[N+]1=CC=CC=C1 (3-hydroxypropyl)pyridinium bromide